NC12C(C=CC=C1)(OC)S2 aminoanisole sulfide